[Ga+3].[B+3].[Si]([O-])([O-])([O-])[O-].FC=1C(=C(C2=C(CN3[C@@H](CO2)CN(CC3)C(C=C)=O)C1)F)C1=C(C=CC=C1CO)F 1-[(12aR)-8,10-difluoro-9-[2-fluoro-6-(hydroxymethyl)phenyl]-3,4,12,12a-tetrahydro-6H-pyrazino[2,1-c][1,4]benzooxazepin-2(1H)-yl]prop-2-en-1-one silicate boron-gallium